N-[2-(5-fluoro-1H-indol-3-yl)ethyl]-N-(propan-2-yl)cyclopropaneamine FC=1C=C2C(=CNC2=CC1)CCN(C1CC1)C(C)C